ClC1=CC=C(C=C1)C1=N[C@@H](C=2N(C3=C1C(=C(S3)C)C)C(=NN2)C)CC(=O)O[C@@H](C)C2=CC=C(C=C2)C(NC2=C(C=CC=C2)N)=O (S)-1-(4-((2-aminophenyl)carbamoyl)phenyl)ethyl 2-((R)-4-(4-chlorophenyl)-2,3,9-trimethyl-6H-thieno[3,2-f][1,2,4]triazolo[4,3-a][1,4]diazepin-6-yl)acetate